(2S,11aR)-6-(2-fluoro-2-methylpropoxy)-8-methyl-2-((2-oxo-1,2,3,4-tetrahydro-1,6-naphthyridin-7-yl)oxy)-2,3,11,11a-tetrahydro-1H,5H-benzo[f]pyrrolo[2,1-c][1,4]oxazepin-5-one FC(COC1=CC(=CC2=C1C(N1[C@@H](CO2)C[C@@H](C1)OC1=NC=C2CCC(NC2=C1)=O)=O)C)(C)C